sodium 2-(1-(2-cyanophenyl)-1-(1-methyl-1H-pyrazol-4-yl) propan-2-yl)-1-ethyl-5-methoxy-6-oxo-1,6-dihydropyrimidine-4-carboxylate C(#N)C1=C(C=CC=C1)C(C(C)C=1N(C(C(=C(N1)C(=O)[O-])OC)=O)CC)C=1C=NN(C1)C.[Na+]